3,7-dimethyl-7-methoxyoctan-2-ol CC(C(C)O)CCCC(C)(OC)C